(E)-3-tetradecene CC\C=C\CCCCCCCCCC